N2-(4-bromophenyl)-N4-(5-cyclopropyl-1H-pyrazol-3-yl)quinazoline-2,4-diamine BrC1=CC=C(C=C1)NC1=NC2=CC=CC=C2C(=N1)NC1=NNC(=C1)C1CC1